(S)-3-(3-amino-4-chlorophenyl)-3-cyclopropylpropionic acid tert-butyl ester C(C)(C)(C)OC(C[C@@H](C1CC1)C1=CC(=C(C=C1)Cl)N)=O